P(=O)(OCC(C)C)(OCCCCCCCCCCCCCCCC)[O-] isobutyl cetyl phosphate